FC(C(C(F)(F)F)(C(F)(F)F)OCC(COCCO)(COC(C(F)(F)F)(C(F)(F)F)C(F)(F)F)COC(C(F)(F)F)(C(F)(F)F)C(F)(F)F)(F)F 2-[2,2,2-tris(nonafluorotert-butoxymethyl)ethoxy]Ethanol